(S)-1-(6-((2-amino-3-chloropyridin-4-yl)thio)-1,2,4-triazin-3-yl)-1,3-dihydrospiro[indene-2,4'-piperidin] NC1=NC=CC(=C1Cl)SC1=CN=C(N=N1)[C@@H]1C2=CC=CC=C2CC12CCNCC2